tetraallyl-4,4'-biphenol C(C=C)C1=C(C(=C(C(=C1O)CC=C)CC=C)C1=CC=C(C=C1)O)CC=C